C=C1C=2C=C(C(=CC2C(C(=C1C(=O)O)C(=O)O)=C)C(=O)O)C(=O)O 5,8-dimethylenenaphthalene-2,3,6,7-tetracarboxylic acid